COC(CNC(=O)NC1=C(C(=CC(=C1)N1C[C@H](OCC1)C)C(F)(F)F)F)OC N-(2,2-Dimethoxyethyl)-N'-(2-fluoro-5-[(2R)-2-methylmorpholine-4-yl]-3-(trifluoromethyl)phenyl)urea